FC(S(=O)(=O)N(C)C1=CC(=CC=C1)C1=NN(C(C2=CC=CC=C12)=O)C1=CC=C(C=C1)F)(F)F 1,1,1-Trifluoro-N-(3-(3-(4-fluorophenyl)-4-oxo-3,4-dihydrophthalazin-1-yl)phenyl)-N-methylmethaneSulfonamide